ClC1=C(C=CC=C1)CC(=O)NC1=CC(=C(OC=2C=C(C(=O)N)C=CC2)C=C1)S(N)(=O)=O 3-(4-[(2-chlorophenyl)acetyl]amino-2-sulfamoylphenoxy)benzamide